Cl.CN(CCNC(C1=CC=C(C=C1)OC[C@@H]1CNCC[C@H]1C1=CC=C(C=C1)F)=O)C N-(2-(dimethylamino)ethyl)-4-(((3S,4R)-4-(4-fluorophenyl)piperidin-3-yl)methoxy)benzamide hydrochloride